BrC1=C2C=CC=NC2=C(C=C1)Cl 5-bromo-8-chloro-quinoline